C(C)(C)(C)OC(=O)NC=1C=2N(C3=CC(=C(C=C3N1)Cl)C(=O)[O-])C=NC2 4-((tert-butoxycarbonyl)amino)-7-chloroimidazo[1,5-a]quinoxaline-8-carboxylate